C(C)C=1N=C(NC1CC)CC1CCN(CC1)C(=O)[C@H](CC(C)C)N1C([C@@H](NCC1)CC(C)C)=O (S)-1-[(S)-1-({4-[(4,5-Diethyl-1H-imidazol-2-yl)methyl]-1-piperidyl}carbonyl)-3-methylbutyl]-3-isobutyl-2-piperazinone